N-(1H-indol-3-yl)-3-oxo-4-(thiophen-2-ylmethyl)-3,4-dihydro-2H-benzo[b][1,4]thiazine-7-carboxamide N1C=C(C2=CC=CC=C12)NC(=O)C=1C=CC2=C(SCC(N2CC=2SC=CC2)=O)C1